[Zn].S(=O)(C1=CC=C(C=C1)N)(=O)N sulfanilamide zinc